C(C)(C)(C)OC(=O)N[C@H]1CN(CCC1)CC(=O)OCC (R)-Ethyl 2-(3-((tert-butoxycarbonyl)amino)piperidin-1-yl)acetate